FC=1C=C(C=CC1OC1=CC=NC2=CC(=C(N=C12)OCCOC)OC)NC(=O)C=1C(=NC(=C(C1O)C1=CC=C(C=C1)F)C)C N-[3-Fluoro-4-[[7-methoxy-6-(2-methoxyethoxy)-1,5-naphthyridin-4-yl]oxy]phenyl]-5-(4-fluorophenyl)-4-hydroxy-2,6-dimethylpyridine-3-carboxamide